BrCC1=NC=C(C=C1)[N+](=O)[O-] 2-bromomethyl-5-nitro-pyridine